BrC=1C=CC(=C(C1)S(=O)(=O)NC=1C=NC=2CCN(CC2C1)C(C)C)OC 5-bromo-N-(6-isopropyl-5,6,7,8-tetrahydro-1,6-naphthyridin-3-yl)-2-methoxybenzenesulfonamide